COC1=C(C=CC(=C1)C(F)(F)F)N1N=C2N=C(C=CC2=C1)OC(F)(F)F 2-[2-Methoxy-4-(trifluoromethyl)phenyl]-6-(trifluoromethoxy)pyrazolo[3,4-b]pyridine